C=1NC=C2C=CC=CC12 ISOINDOL